BrC=1C2=C(N(C(CC1C(=O)NCC(C)=O)=O)CC1=CC=C(C=C1)OC)C=CC=C2 5-bromo-1-(4-methoxybenzyl)-2-oxo-N-(2-oxopropyl)-2,3-dihydro-1H-benzo[b]azepine-4-carboxamide